N-((4-(4-((tert-butyldimethylsilyl)oxy)-3,3-difluorobutyl)-2-isopropylpyridin-3-yl)carbamoyl)-2,6-dichloro-5-fluoronicotinamide [Si](C)(C)(C(C)(C)C)OCC(CCC1=C(C(=NC=C1)C(C)C)NC(=O)NC(C1=C(N=C(C(=C1)F)Cl)Cl)=O)(F)F